O=C1NC(CCC1N1C(C2=CC=C(C=C2C1=O)N1CC(C1)N1CCNCC1)=O)=O 2-(2,6-Dioxopiperidin-3-yl)-5-(3-(piperazin-1-yl)azetidin-1-yl)isoindoline-1,3-dione